N-(4-(4-ethylpiperazin-1-yl)phenyl)quinazolin-2-amine C(C)N1CCN(CC1)C1=CC=C(C=C1)NC1=NC2=CC=CC=C2C=N1